Tert-butyl (E)-(2-(1H-indol-3-yl)ethyl)(6-(3-oxo-3-(((tetrahydro-2H-pyran-2-yl)oxy)amino)prop-1-en-1-yl)-1,2,3,4-tetrahydronaphthalen-1-yl)carbamate N1C=C(C2=CC=CC=C12)CCN(C(OC(C)(C)C)=O)C1CCCC2=CC(=CC=C12)\C=C\C(NOC1OCCCC1)=O